1,2,4-trimethyl-1H-pyrrole-3-carboxamide CN1C(=C(C(=C1)C)C(=O)N)C